FC1=C(C(=CC=C1)OC(F)(F)F)C=1CCCC2=C(C1C1=CC=C(C=C1)CC1CN(C1)CCCF)C=CC(=C2)C(=O)O 8-(2-fluoro-6-(trifluoromethoxy)phenyl)-9-(4-((1-(3-fluoropropyl)azetidin-3-yl)methyl)phenyl)-6,7-dihydro-5H-benzo[7]annulene-3-carboxylic acid